FC=1C(=NC=C(C1)NC(CN1N=C(C=C1C)C(F)(F)F)=O)N1C=NC(=C1)C(C)(C)NCCCC(=O)OC methyl 4-((2-(1-(3-fluoro-5-(2-(5-methyl-3-(trifluoromethyl)-1H-pyrazol-1-yl)acetamido)pyridin-2-yl)-1H-imidazol-4-yl)propan-2-yl)amino)butanoate